N1(CCCCC1)CCOC1CN(CC1)C=1C2=C(N=CN1)C=C(S2)C=2C(NC(NC2)=O)=O 5-[4-[3-[2-(1-piperidyl)ethoxy]pyrrolidin-1-yl]thieno[3,2-d]pyrimidin-6-yl]-1H-pyrimidine-2,4-dione